FC(C=1C=C(C=CC1)NC(=O)N)(F)F 1-[3-(trifluoromethyl)phenyl]urea